CC1=C(C=CC=C1C)B(O)O 2,3-dimethylbenzeneboronic acid